BrC=1C2=CN(N=C2C(=C(C1)F)Cl)C1OCCCC1 4-bromo-7-chloro-6-fluoro-2-(oxan-2-yl)indazole